2,4,6,8-tetramethyl-1-nonanol CC(CO)CC(CC(CC(C)C)C)C